ClC1=CC(=C(C=C1)C1(OC2=C(O1)C=CC=C2C2=CC(=C(C(=C2)F)CC(=O)O)F)C)F 2-[4-[2-(4-chloro-2-fluoro-phenyl)-2-methyl-1,3-benzodioxol-4-yl]-2,6-difluoro-phenyl]acetic acid